FC=1C=C(C=NC1)[C@H]1N(OCC1)C(=O)[C@@H]1CC[C@H](CC1)CN1C=NC(=C1C#N)C trans-1-((4-((S)-3-(5-fluoropyridin-3-yl)isoxazolidine-2-carbonyl)cyclohexyl)methyl)-4-methyl-1H-imidazole-5-carbonitrile